C(CCCCCCCCC)OS(=O)(=O)C1=CC=CC2=CC=CC=C12.[Ca] calcium decylnaphthalenesulfonate